FC1(CC(C1)N1C(C(=CC=C1)C(=O)O)=O)F 1-(3,3-difluorocyclobutyl)-2-oxo-1,2-dihydropyridine-3-carboxylic acid